arsenic-sulfide [As]=S